CCCCCCCCCC(CCC=CCCCCCC)=O icos-13-en-10-one